(2S)-2-Boc-amino-2-cyclopropyl-acetic acid C(=O)(OC(C)(C)C)[C@@](C(=O)O)(C1CC1)N